N(=[N+]=[N-])CC1COC1 3-azidomethyl-oxetane